The molecule is a CDP-diacylglycerol in which the acyl groups at positions 1 and 2 are specified as hexadec-9-enoyl. It has a role as a Mycoplasma genitalium metabolite. CCCCCCC=CCCCCCCCC(=O)OC[C@H](COP(=O)(O)OP(=O)(O)OC[C@@H]1[C@H]([C@H]([C@@H](O1)N2C=CC(=NC2=O)N)O)O)OC(=O)CCCCCCCC=CCCCCCC